C(C)(C)(C)OC(=O)NCCCCNCCSC1=C(SC(=C1)I)C(=O)O 3-((2-((4-((tert-butoxycarbonyl)amino)butyl)amino)ethyl)thio)-5-iodothiophene-2-carboxylic acid